N-(5-(3-chlorophenyl)-1,3,4-oxadiazol-2-yl)-4-iodobenzamide ClC=1C=C(C=CC1)C1=NN=C(O1)NC(C1=CC=C(C=C1)I)=O